FC1=CC(=C(C=C1C(NC1=NC=C(N=C1)N1CC(C1)OC)=O)NC(=O)C1=CN=C(S1)C)C N-(4-fluoro-5-((5-(3-methoxyazetidin-1-yl)pyrazin-2-yl)carbamoyl)-2-methylphenyl)-2-methylthiazole-5-carboxamide